2-[4-[6-(dimethylamino)-2-fluoranyl-pyridin-3-yl]phenyl]imidazo[1,2-a]pyridin-6-ol CN(C1=CC=C(C(=N1)F)C1=CC=C(C=C1)C=1N=C2N(C=C(C=C2)O)C1)C